C(C)(C)(C)C1=CC=C(CBr)C=C1 4-tertiary butyl-benzyl bromide